C(C)(C)(C)OC(=O)N(CCN(C1=CC=C(C=C1)N(C(OC(C)(C)C)=O)C=1C=2N(C=C(N1)Br)C=CN2)C)C(=O)OC(C)(C)C tert-butyl N-[4-[2-[bis(tert-butoxycarbonyl)amino]ethyl-methyl-amino]phenyl]-N-(6-bromoimidazo[1,2-a]pyrazin-8-yl)carbamate